C(C)(C)(C)NS(=O)C=1SC2=C(N1)C=CC=C2 N-(t-butyl)-2-benzothiazolylsulfaneamide